C(C1=CC=CC=C1)N1CCN(CC1)C(C(CO)C(=O)OC(C)(C)C)=O Tert-butyl (1-(4-benzylpiperazine-1-yl)-3-hydroxy-1-oxopropane-2-yl)carboxylate